[SiH2](O)O Silandiol